CC(=O)N[C@@H]1[C@H]([C@@H]([C@H](O[C@H]1NC(=O)C[C@@H](C(=O)O)N)CO)O[C@H]2[C@@H]([C@H]([C@@H]([C@H](O2)CO)O[C@H]3[C@H]([C@H]([C@@H]([C@H](O3)CO[C@@H]4[C@H]([C@H]([C@@H]([C@H](O4)CO)O)O)O[C@H]5[C@@H]([C@H]([C@@H]([C@H](O5)CO)O)O)NC(=O)C)O)O[C@@H]6[C@H]([C@H]([C@@H]([C@H](O6)CO)O)O)O[C@H]7[C@@H]([C@H]([C@@H]([C@H](O7)CO)O)O)NC(=O)C)O)O)NC(=O)C)O The molecule is an N(4)-glycosyl-L-asparagine in which the glycosyl component is specified as beta-D-GlcNAc-(1->2)-alpha-D-Man-(1->3)-[beta-D-GlcNAc-(1->2)-alpha-D-Man-(1->6)]-beta-D-Man-(1->4)-beta-D-GlcNAc-(1->4)-beta-D-GlcNAc. It is a glucosaminoglycan, a glucosamine oligosaccharide and a N(4)-glycosyl-L-asparagine. It is a tautomer of a N(4)-{beta-D-GlcNAc-(1->2)-alpha-D-Man-(1->3)-[beta-D-GlcNAc-(1->2)-alpha-D-Man-(1->6)]-beta-D-Man-(1->4)-beta-D-GlcNAc-(1->4)-beta-D-GlcNAc}-Asn zwitterion.